dichloro-4-nitrobenzene ClC1=C(C=CC(=C1)[N+](=O)[O-])Cl